C(C)(=O)O[C@@H]1[C@H](O[C@@H]([C@H]([C@@H]1OC(C)=O)OC(C)=O)COC(C)=O)OCCN(C(CN(C(CCCCC(=O)OCC1=CC=CC=C1)=O)CC(N(CCO[C@@H]1[C@@H](OC(C)=O)[C@@H](OC(C)=O)[C@H](OC(C)=O)[C@H](O1)COC(C)=O)CCO[C@@H]1[C@@H](OC(C)=O)[C@@H](OC(C)=O)[C@H](OC(C)=O)[C@H](O1)COC(C)=O)=O)=O)CCO[C@@H]1[C@@H](OC(C)=O)[C@@H](OC(C)=O)[C@H](OC(C)=O)[C@H](O1)COC(C)=O benzyl 6-{bis[2-(bis{2-[(2,3,4,6-tetra-O-acetyl-α-D-mannopyranosyl)oxy]ethyl}amino)-2-oxoethyl] amino}-6-oxohexanoate